2-(2,6-dioxo-3-piperidyl)-5-piperazin-1-yl-isoindoline-1,3-dione trifluoroacetate FC(C(=O)O)(F)F.O=C1NC(CCC1N1C(C2=CC=C(C=C2C1=O)N1CCNCC1)=O)=O